ethanone O-(propyl-sulfonyl)oxime C(CC)S(=O)(=O)ON=CC